CN1N=C(C(=C1C)C=1C=CC=C2C=C(NC12)C(=O)N)C 7-(1,3,5-trimethyl-1H-pyrazol-4-yl)-1H-indole-2-carboxamide